dimethylsilanediylbis(2-methyl-4-phenyl-indenyl)zirconium C[Si](=[Zr](C1C(=CC2=C(C=CC=C12)C1=CC=CC=C1)C)C1C(=CC2=C(C=CC=C12)C1=CC=CC=C1)C)C